CC1=C(C(=CC=C1)C)NC1=NN(C2=NC(=NC=C21)NC2=CC=C1CCN(CC1=C2)CC2CCN(CC2)CC(=O)OC(C)(C)C)C tert-butyl 2-(4-((7-((3-((2,6-dimethylphenyl)amino)-1-methyl-1H-pyrazolo[3,4-d]pyrimidin-6-yl)amino)-3,4-dihydroisoquinolin-2(1H)-yl)methyl)piperidin-1-yl)acetate